(+-)-6-PENTYLTETRAHYDRO-2H-PYRAN-2-ONE C(CCCC)[C@@H]1CCCC(O1)=O |r|